((4-((4-(5-(4-nitrophenyl)-1,3,4-oxadiazol-2-yl)phenyl)diazenyl) phenyl) azanediyl)bis(ethane-2,1-diyl)diacetate [N+](=O)([O-])C1=CC=C(C=C1)C1=NN=C(O1)C1=CC=C(C=C1)N=NC1=CC=C(C=C1)N(CCCC(=O)[O-])CCCC(=O)[O-]